ClC1=C(C=C(C=C1)F)C1N(C(C2=CC=C3C(=C12)N=C(O3)C3=CC(=CC(=C3)C(F)(F)F)F)=O)CC3=CC=C(C=C3)OC 8-(2-Chloro-5-fluorophenyl)-2-(3-fluoro-5-(trifluoromethyl)phenyl)-7-(4-methoxybenzyl)-7,8-dihydro-6H-oxazolo[4,5-e]isoindol-6-one